CC1CCCC2N(OC(C21C)(C)C)C pentamethyloctahydrobenzo[c]isoxazol